6-(4-(4-fluorophenyl)-1-(oxetan-3-yl)-1H-imidazol-5-yl)imidazo[1,2-a]pyridine-3-carboxamide FC1=CC=C(C=C1)C=1N=CN(C1C=1C=CC=2N(C1)C(=CN2)C(=O)N)C2COC2